C(C)C(CCC(=O)O)(CC)C1=NC(=CN=C1)NC1=C(C=C(C(=C1)F)F)F 4-ETHYL-4-[6-(2,4,5-TRIFLUOROANILINO)PYRAZIN-2-YL]HEXANOIC ACID